[N+](=O)([O-])C1=C(C=CC(=C1)[N+](=O)[O-])[O-].N[N+]1=CC(=C(C=C1)NC(=O)OC(C)(C)C)OCC 1-amino-4-((tert-butoxycarbonyl)amino)-3-ethoxypyridin-1-ium 2,4-dinitrophenolate